BrC1=CN(C=C1)S(=O)(=O)C1=CC=C(C)C=C1 3-bromo-N-(p-toluenesulfonyl)pyrrole